(R)-N-(2-chloro-4-fluoro-3-((5-fluoro-3-methyl-4-oxo-3,4-dihydroquinazolin-6-yl)amino)phenyl)-3-methoxypyrrolidine-1-sulfonamide ClC1=C(C=CC(=C1NC=1C(=C2C(N(C=NC2=CC1)C)=O)F)F)NS(=O)(=O)N1C[C@@H](CC1)OC